N1CC(C1)CNC1=NC(=NC2=CC=C(C=C12)C)N1CCS(C2=C(C1)C=CC=C2)(=O)=O 4-(4-((azetidin-3-ylmethyl)amino)-6-methylquinazolin-2-yl)-2,3,4,5-tetrahydrobenzo[f][1,4]thiazepine 1,1-dioxide